1-((2R,5S)-4-(6-chloro-2-(3-(dimethylamino)azetidin-1-yl)-8-fluoro-7-(7-fluoro-1H-indazol-4-yl)quinazolin-4-yl)-2,5-dimethylpiperazin-1-yl)prop-2-en-1-one ClC=1C=C2C(=NC(=NC2=C(C1C1=C2C=NNC2=C(C=C1)F)F)N1CC(C1)N(C)C)N1C[C@H](N(C[C@@H]1C)C(C=C)=O)C